5-(imidazo[1,2-b]pyridazin-6-yl)-N-(cis-3-methoxycyclobutyl)pyrrolo[2,1-f][1,2,4]triazin-2-amine N=1C=CN2N=C(C=CC21)C=2C=CN1N=C(N=CC12)N[C@@H]1C[C@@H](C1)OC